4-((1R,5S)-3,8-diazabicyclo[3.2.1]octan-3-yl)-7-(3-(difluoromethyl)naphthalen-1-yl)-8-fluoro-2-(((2R,7aS)-2-fluorotetrahydro-1H-pyrrolizin-7a(5H)-yl)methoxy)quinazoline [C@H]12CN(C[C@H](CC1)N2)C2=NC(=NC1=C(C(=CC=C21)C2=CC(=CC1=CC=CC=C21)C(F)F)F)OC[C@]21CCCN1C[C@@H](C2)F